tert-butyl (1-(4-((7R,14R)-6-(methyl-d3)-5-oxo-1-((triisopropylsilyl)ethynyl)-5,6,7,14-tetrahydro-7,14-methanobenzo[f]benzo[4,5]imidazo[1,2-a][1,4]diazocin-11-yl)phenyl)ethyl)carbamate C(N1[C@H]2C=3N([C@@H](C4=C(C1=O)C=CC=C4C#C[Si](C(C)C)(C(C)C)C(C)C)C2)C2=C(N3)C=CC(=C2)C2=CC=C(C=C2)C(C)NC(OC(C)(C)C)=O)([2H])([2H])[2H]